ClC=1C=CC(=C(C(=O)O)C1)NC1=C(C=NC2=CC=C(C=C12)Cl)CN1CCSCC1 5-chloro-2-[[6-chloro-3-(thiomorpholinomethyl)-4-quinolyl]amino]benzoic acid